FC(CCC[Si](C)(C)C)(C1=C(C(=C(C(=C1)C(F)(F)F)OC)OC)OC)F (4,4-difluoro-4-(trimethoxy-5-(trifluoromethyl)phenyl)butyl)trimethylsilane